1-((R)-1-(6-(8-(but-3-en-1-yloxy)imidazo[1,2-a]pyridin-6-yl)-5-methoxypyridin-2-yl)ethyl)-1-ethyl-3-((S)-7,7,7-trifluorohept-1-en-4-yl)urea C(CC=C)OC=1C=2N(C=C(C1)C1=C(C=CC(=N1)[C@@H](C)N(C(=O)N[C@H](CC=C)CCC(F)(F)F)CC)OC)C=CN2